1-octylnonyl 8-[3-[2-[2-[2-[2-[2-[2-[2-(2-methoxyethylamino)acetyl]oxyethylamino]acetyl]oxyethoxy]ethoxy]ethoxy]ethoxy]-2-[8-(1-octylnonoxy)-8-oxo-octoxy]propoxy]octanoate COCCNCC(=O)OCCNCC(=O)OCCOCCOCCOCCOCC(COCCCCCCCC(=O)OC(CCCCCCCC)CCCCCCCC)OCCCCCCCC(=O)OC(CCCCCCCC)CCCCCCCC